COC1=C(C=CC=C1)C1=NN2C(=NC=3C=CC=CC3C2=N1)N[C@@H]1C(NCCCC1)=O (3S)-3-{[2-(2-methoxyphenyl)[1,2,4]triazolo[1,5-c]quinazolin-5-yl]amino}azepan-2-one